3-(2-(4-methoxybenzoyl)-1,2,3,4-tetrahydroisoquinolin-5-yl)-3-(2,3-dihydrobenzofuran-5-yl)propionic acid COC1=CC=C(C(=O)N2CC3=CC=CC(=C3CC2)C(CC(=O)O)C=2C=CC3=C(CCO3)C2)C=C1